6-(2-(3'-chloro-[1,1'-biphenyl]-3-yl)acetyl)-2-(1-(5-phenylpyridin-3-yl)cyclopropyl)-3,5,6,7,8,9-hexahydro-4H-pyrimido[5,4-c]azepin-4-one ClC=1C=C(C=CC1)C1=CC(=CC=C1)CC(=O)N1CC2=C(CCC1)N=C(NC2=O)C2(CC2)C=2C=NC=C(C2)C2=CC=CC=C2